methyl-3-[2-[3-methyl-6-[(1-methylcyclopropyl)sulfamoyl]-2-oxo-benzimidazol-1-yl]thiazol-5-yl]propanamide CC(C(=O)N)CC1=CN=C(S1)N1C(N(C2=C1C=C(C=C2)S(NC2(CC2)C)(=O)=O)C)=O